1-isopropyl-3-(1-(tetrahydro-2H-pyran-2-yl)-1H-pyrazol-5-yl)-1H-pyrazolo[3,4-d]pyrimidin-4-amine C(C)(C)N1N=C(C=2C1=NC=NC2N)C2=CC=NN2C2OCCCC2